(S)-N-(1-(3-chlorophenyl)-2-hydroxyethyl)-4-(5-methyl-2-((1-methyl-1H-pyrazol-5-yl)amino)pyrimidin-4-yl)oxazole-2-carboxamide ClC=1C=C(C=CC1)[C@@H](CO)NC(=O)C=1OC=C(N1)C1=NC(=NC=C1C)NC1=CC=NN1C